ClC1=CC2=C(N(C(C(N2C)=O)=O)C2CCN(CC2)C2=NC=C(C=N2)CNCCO)N=C1 7-Chloro-4-(1-(5-(((2-hydroxyethyl)amino)methyl)pyrimidin-2-yl)piperidin-4-yl)-1-methyl-1,4-dihydropyrido[2,3-b]pyrazine-2,3-dione